N(=[N+]=[N-])CCOCCOC1(NC=CC=C1)F 2-(2-(2-azidoethoxy)ethoxy)-2-fluoropyridin